(E)-dodecanoic acid [3-({4-[(3-dodecanoylamino-propyl)-dimethyl-amino]but-2-enyl}-dimethyl-amino)-propyl]-amide dibromide [Br-].[Br-].C(CCCCCCCCCCC)(=O)NCCCCN(CC=CCCN(CCCNC(CCCCCCCCCCC)=O)C)C